N1CNC(C=C1)=O 2,3-dihydropyrimidin-4(1H)-one